7-(1-(4-(1,1,1-trifluoro-4-(methylsulfonyl)butan-2-yl)phenyl)-1H-pyrazol-4-yl)-3H-imidazo[4,5-b]pyridine FC(C(CCS(=O)(=O)C)C1=CC=C(C=C1)N1N=CC(=C1)C1=C2C(=NC=C1)NC=N2)(F)F